6-(4-Amino-4-methyl-piperidin-1-yl)-3-benzothiazol-7-yl-2,5-dimethyl-3H-pyrimidin-4-one NC1(CCN(CC1)C1=C(C(N(C(=N1)C)C1=CC=CC=2N=CSC21)=O)C)C